ClC1=CC=C(C=C1)C1=CC=2C(=C(N=NC2CC2CCNCC2)C(=O)N)S1 2-(4-chlorophenyl)-4-(4-piperidinylmethyl)-thieno[2,3-d]pyridazine-7-carboxamide